Ethyl 2-(butyl(4-methyl-4'-(2-(4-methylpiperazin-1-yl)ethyl)-[1,1'-biphenyl]-3-yl)amino)thiazole-4-carboxylate C(CCC)N(C=1SC=C(N1)C(=O)OCC)C=1C=C(C=CC1C)C1=CC=C(C=C1)CCN1CCN(CC1)C